CNC=1OC=CN1 methyl-(2)-oxazolylamine